C(C)(C)(C)OC(NC(C(=O)NCCO)COC(C)(C)C)=O (3-(tert-butoxy)-1-((2-hydroxyethyl)amino)-1-oxopropan-2-yl)carbamic acid tert-butyl ester